Dimethyl 2-((2-(3-((R)-4-((bis(benzyloxy)phosphoryl)oxy)-2-hydroxy-3,3-dimethylbutanamido) propanamido)ethyl)thio)succinate C(C1=CC=CC=C1)OP(=O)(OCC1=CC=CC=C1)OCC([C@H](C(=O)NCCC(=O)NCCSC(C(=O)OC)CC(=O)OC)O)(C)C